5-(4-((2R,5S)-5-(4-chlorobenzyl)-2-(2-fluoropropan-2-yl)morpholino)piperidin-1-yl)-4H-1,2,4-triazol-3-amine 2,2,2-trifluoroacetate FC(C(=O)O)(F)F.ClC1=CC=C(C[C@@H]2N(C[C@@H](OC2)C(C)(C)F)C2CCN(CC2)C=2NC(=NN2)N)C=C1